C(C)OC(CC1(CC1)CO)=O.N1C(=NC2=C1C=CC=C2)C2CC(CCC2)C(=O)N 3-(1H-benzo[d]imidazol-2-yl)cyclohexane-1-carboxamide Ethyl-[1-(Hydroxymethyl)cyclopropyl]acetate